Bis-(trimethylsilyl) ether C[Si](C)(C)O[Si](C)(C)C